C(C)C1(OC=2C=C(C=CC2C=2N=C(SC21)NC(=O)C=2C(=NC=NC2NC)OC)C(F)(F)F)CC N-(4,4-diethyl-7-(trifluoromethyl)-4H-chromeno[4,3-d]thiazol-2-yl)-4-methoxy-6-(methylamino)pyrimidine-5-carboxamide